6-[4-(3-methylpyridin-2-yl)piperazin-1-yl]-2-azaspiro[3.4]octane-2-carboxylic acid ethyl ester C(C)OC(=O)N1CC2(C1)CC(CC2)N2CCN(CC2)C2=NC=CC=C2C